4-((diethylamino)methyl)thiazol-2-amine C(C)N(CC)CC=1N=C(SC1)N